N1[C@H](CCC1)CO (R)-pyrrolidin-2-ylmethanol